C(C)(C)(C)OC(=O)N1CC(=CC1)C=1C=NC(=CC1)[N+](=O)[O-] 3-(6-nitropyridin-3-yl)-2,5-dihydro-1H-pyrrole-1-carboxylic acid tert-butyl ester